C(C=C)[Si](O[Si](CC=C)(C)C)(C)C 1,3-diallyl-tetramethyldisiloxane